FC=1C=C(C=CC1)C(C)N1C[C@@H](N(C[C@H]1C)C=1C=2C(N(C(C1)=O)C)=CN(N2)CC#N)C 2-(7-((2S,5R)-4-(1-(3-fluorophenyl)ethyl)-2,5-dimethylpiperazin-1-yl)-4-methyl-5-oxo-4,5-dihydro-2H-pyrazolo[4,3-b]pyridin-2-yl)acetonitrile